Cl.Cl.Cl.N1=CC(=C2N1C=CC=C2)C(=O)O pyrazolo[1,5-a]pyridine-3-carboxylic acid trihydrochloride salt